5-(cyclopentyloxy)-1H-1,2,3-benzotriazole C1(CCCC1)OC1=CC2=C(NN=N2)C=C1